ClC=1C=NC(=C(C(=O)NC2CCC(CC2)CN2C(N(C3=C2C=CC=C3)C=3C=NC(=CC3)NCC(F)F)=O)C1)C 5-chloro-N-((1r,4r)-4-((3-(6-((2,2-difluoroethyl)amino)pyridin-3-yl)-2-oxo-2,3-dihydro-1H-benzo[d]imidazol-1-yl)methyl)cyclohexyl)-2-methylnicotinamide